CC1=CC=C(CC2(CC2)O)C=C1 1-(4-methylbenzyl)cyclopropane-1-ol